(S)-3-methoxy-4-(1-phenylethoxy)-N-(5-(pyridin-4-yl)-1,3,4-thiadiazol-2-yl)benzamide COC=1C=C(C(=O)NC=2SC(=NN2)C2=CC=NC=C2)C=CC1O[C@@H](C)C1=CC=CC=C1